[Si](C)(C)(C(C)(C)C)OCCCCN1CC2(CC1)CCN(CC2)C(CO)CO 2-(2-(4-((tert-butyldimethylsilyl)oxy)butyl)-2,8-diazaspiro[4.5]decan-8-yl)propane-1,3-diol